4-amino-N-(1-(6-((2-amino-2-oxo-1-phenylethyl)thio)-3,5-dicyano-4-ethylpyridin-2-yl)piperidin-4-yl)butanamide NCCCC(=O)NC1CCN(CC1)C1=NC(=C(C(=C1C#N)CC)C#N)SC(C(=O)N)C1=CC=CC=C1